6'-(((1S,3S)-3-((6-Cyclopropyl-1,2,4-triazin-3-yl)amino)cyclopentyl)amino)-5-(1H-1,2,3-triazol-4-yl)-2H-[1,3'-bipyridin]-2-one C1(CC1)C1=CN=C(N=N1)N[C@@H]1C[C@H](CC1)NC1=CC=C(C=N1)N1C(C=CC(=C1)C=1N=NNC1)=O